N-[3-amino-6-(2-chloro-5-fluorophenyl)-2-methyl-8-oxo-7,8-dihydro-6H-pyrrolo[4,3-g]indazol-5-yl]-5-fluoro-3-(trifluoromethyl)benzamide NC=1N(N=C2C3=C(C(=CC12)NC(C1=CC(=CC(=C1)F)C(F)(F)F)=O)C(NC3=O)C3=C(C=CC(=C3)F)Cl)C